2-methyl-5-(3-(trifluoromethyl)phenyl)-N-(3-(2-morpholinopropyl)-1,2,4-thiadiazol-5-yl)thiophene-3-carboxamide CC=1SC(=CC1C(=O)NC1=NC(=NS1)CC(C)N1CCOCC1)C1=CC(=CC=C1)C(F)(F)F